(S)-tert-butyl (1-(methyl(2-oxo-2-(4-(5-(trifluoromethyl)pyrimidin-2-yl)piperazin-1-yl)ethoxy)amino)propan-2-yl)carbamate CN(C[C@H](C)NC(OC(C)(C)C)=O)OCC(N1CCN(CC1)C1=NC=C(C=N1)C(F)(F)F)=O